CN(CCOC1=CC=C(CC2C(NC(S2)=O)=O)C=C1)C1=NC=CC=C1 5-{4-[2-(methyl-2-pyridinylamino)ethoxy]benzyl}-2,4-thiazolidinedione